C(C)(C)(C)OC(=O)N1CCNC(C1)=O 5-oxopiperazine-1-carboxylic acid tert-butyl ester